4-((tert-butoxycarbonyl)imino)-2-methylbutanoic acid C(C)(C)(C)OC(=O)N=CCC(C(=O)O)C